2-((4-(2-(4-chloro-2-fluorophenyl)-4-fluoro-2H-chromen-8-yl)piperidin-1-yl)methyl)-3-(((S)-Oxetan-2-yl)methyl)-3H-imidazo[4,5-b]pyridine-5-carboxylic acid ClC1=CC(=C(C=C1)C1OC2=C(C=CC=C2C(=C1)F)C1CCN(CC1)CC1=NC=2C(=NC(=CC2)C(=O)O)N1C[C@H]1OCC1)F